FC=1C=2N(C=CC1)N=C(C2)[C@@H]2N(CCC1=C2N=CN1)C1=NC=C(C=C1)C(F)(F)F (R)-4-(4-fluoropyrazolo[1,5-a]pyridin-2-yl)-5-(5-(trifluoromethyl)pyridin-2-yl)-4,5,6,7-tetrahydro-1H-imidazo[4,5-c]pyridine